FC=1C=CC(=C(C1)CO)NN (5-fluoro-2-hydrazino-phenyl)methanol